((4-methoxy-3,5-dimethylpyridin-2-yl)methyl)(3-methyl-5-morpholinophenyl)carbamic acid tert-butyl ester C(C)(C)(C)OC(N(C1=CC(=CC(=C1)N1CCOCC1)C)CC1=NC=C(C(=C1C)OC)C)=O